CN1C(=NN=C1)CC1(COC1)C=1C=C(C=CC1)N1CC2=C(C=C(C=C2C1=O)C1N(CC1)C(=O)OC(C)(C)C)C(F)(F)F tert-butyl 2-(2-(3-(3-((4-methyl-4H-1,2,4-triazol-3-yl)methyl)oxetan-3-yl)phenyl)-3-oxo-7-(trifluoromethyl)isoindolin-5-yl)azetidine-1-carboxylate